C12CC(CC2C1)OC1=C(C=C(N)C=C1)C 4-(cis-bicyclo[3.1.0]hexane-3-yloxy)-3-methylaniline